4-{[(1,2-dimethyl-1,2-dihydropyridin-4-yl)methyl](ethyl)amino}butanoic acid CN1C(C=C(C=C1)CN(CCCC(=O)O)CC)C